2-oxo-spiro[1H-pyrrolo[2,3-b]pyridine-3,6'-5,7-dihydrocyclopenta[b]pyridine]-3'-carboxylic acid tetrahydrate O.O.O.O.O=C1NC2=NC=CC=C2C12CC=1C(=NC=C(C1)C(=O)O)C2